Cl.C=1(N=CN2C1C=CC=C2)C(=O)N imidazo[1,5-a]pyridine-1-carboxamide hydrochloride